cis-3-[(3S)-2-(4-aminocyclohexanecarbonyl)isoxazolidin-3-yl]-5-fluoro-benzonitrile hydrochloride Cl.N[C@H]1CC[C@H](CC1)C(=O)N1OCC[C@H]1C=1C=C(C#N)C=C(C1)F